CCCCCCCCCCCCC/C=C/[C@H]([C@H](COC(=O)CCC/C=C\\C/C=C\\C/C=C\\C/C=C\\CCCCC)NC(=O)C)O The molecule is a 1-O-acyl-N-acylsphingosine in which the N- and O-acyl groups are specified as acetyl and arachidonoyl respectively. It derives from a N-acetylsphingosine and an arachidonic acid.